8'-chloro-1'-[(3R)-1-(pyridin-2-ylmethyl)pyrrolidin-3-yl]-4'H,6'H-spiro[1,3-dioxolane-2,5'-[1,2,4]triazolo[4,3-a][1]benzazepine] ClC=1C=CC2=C(CC3(CC=4N2C(=NN4)[C@H]4CN(CC4)CC4=NC=CC=C4)OCCO3)C1